(S)-N-(1-(2-chloroacetyl)-7-(4-fluorobenzyl)-2-methyl-2,3-dihydro-1H-pyrido[2,3-b][1,4]oxazin-6-yl)cyclopropanecarboxamide ClCC(=O)N1C2=C(OC[C@@H]1C)N=C(C(=C2)CC2=CC=C(C=C2)F)NC(=O)C2CC2